2-(4-chloro-5-(4-phenoxyphenyl)-7H-pyrrolo[2,3-d]pyrimidin-7-yl)propane-1,3-diyl dibenzoate C(C1=CC=CC=C1)(=O)OCC(COC(C1=CC=CC=C1)=O)N1C=C(C2=C1N=CN=C2Cl)C2=CC=C(C=C2)OC2=CC=CC=C2